2,6-dimethylpyrazolo[1,5-a]pyrimidine-3,7-diamine CC1=NN2C(N=CC(=C2N)C)=C1N